C(=O)(OC(C)(C)C)NC1=CC=C(C=C1)NC(\C(=C\C1=CC(=C(C=C1)O)CO)\C#N)=O (E)-N-(N-Boc-4-aminophenyl)-α-cyano-3-hydroxymethyl-4-hydroxycinnamamide